(1s,3r)-3-acetamido-N-(4-(5,5-dimethyl-5,6-dihydro-4H-pyrrolo[1,2-b]pyrazol-3-yl)-5-fluoropyridin-2-yl)cyclohexanecarboxamide C(C)(=O)N[C@H]1C[C@H](CCC1)C(=O)NC1=NC=C(C(=C1)C1=C2N(N=C1)CC(C2)(C)C)F